N1(CCCCCC1)CC=1N=C(SC1)CSC1=C2CN(C(C2=CC=C1)=O)C1C(NC(CC1)=O)=O 3-(4-(((4-(azepan-1-ylmethyl)thiazol-2-yl)methyl)thio)-1-oxoisoindolin-2-yl)piperidine-2,6-dione